(2-iodo-phenyl)-methyl-amine IC1=C(C=CC=C1)NC